[OH-].[GeH3][Na] (Germanyl)Sodium hydroxide